6-bromo-5-fluoro-2-((4-(trifluoromethyl)benzyl)thio)benzo[d]oxazole BrC1=CC2=C(N=C(O2)SCC2=CC=C(C=C2)C(F)(F)F)C=C1F